tert-Butyl 3-(4-(hydroxymethyl)phenyl)-2,6-dioxopiperidine-1-carboxylate OCC1=CC=C(C=C1)C1C(N(C(CC1)=O)C(=O)OC(C)(C)C)=O